Cl.Cl.Cl.C(C)OC1=CC=C(C=C1)C1=NC2=C(N1)C=CC(=C2)C2=NC1=C(N2)C=CC(=C1)N1CCN(CC1)C 2'-(4-Ethoxyphenyl)-5-(4-methyl-1-piperazinyl)-1H,1'H-2,5'-bibenzimidazole trihydrochloride